3-[5-cyclopropyl-4-[1-(4-piperidyl)imidazol-4-yl]isoxazol-3-yl]-1-isopropyl-pyrazolo[3,4-d]pyrimidin-4-amine C1(CC1)C1=C(C(=NO1)C1=NN(C2=NC=NC(=C21)N)C(C)C)C=2N=CN(C2)C2CCNCC2